NN1C(=NC(=C1C(=O)O)C1=CC=C(C=C1)C(NC1=NC=CC(=C1)I)=O)[C@H]1N(CCCC1)C(=O)OC(C)(C)C (S)-1-amino-2-(1-(tert-butoxycarbonyl)piperidin-2-yl)-4-(4-((4-iodopyridin-2-yl)carbamoyl)phenyl)-1H-imidazole-5-carboxylic acid